NC1=C(C=CC=C1OCCCCN1CCOCC1)O 2-Amino-3-[4-(morpholin-4-yl)butoxy]phenol